NC1=C(C=C(C=N1)C1=CC=C(C=C1)C(=O)N1CCC(CC1)N1CCCC1)OCC1=C(C=CC=C1)C(F)(F)F {4-[6-amino-5-(2-trifluoromethyl-benzyloxy)-pyridin-3-yl]-phenyl}-(4-pyrrolidin-1-yl-piperidin-1-yl)-methanone